C(C)OC1=C(C=CC=C1)C=1NC(C2=C(N1)N(N=C2C)C2=CC=CC=C2)=O 6-(2-ethoxyphenyl)-3-methyl-1-phenyl-1,5-dihydro-4H-pyrazolo[3,4-d]pyrimidin-4-one